methyl N-tosylpyrrole-3-carboxylate S(=O)(=O)(C1=CC=C(C)C=C1)N1C=C(C=C1)C(=O)OC